tris(2,3-dibromopropyl)-1,3,5-triazine BrC(CC1=NC(=NC(=N1)CC(CBr)Br)CC(CBr)Br)CBr